C(C1=CC=CC=C1)C1=CC=CC(=N1)NC1=C(N=NN1C)C1=CC=C(C(=N1)C)O[C@@H]1C[C@H](CCC1)C(=O)OC Methyl (1S,3S)-3-((6-(5-((6-benzylpyridin-2-yl)amino)-1-methyl-1H-1,2,3-triazol-4-yl)-2-methylpyridin-3-yl)oxy)cyclohexane-1-carboxylate